C12COCC(COC1)N2C2=C(C=NC1=C(C(=CC=C21)F)C2=C(C(=CC(=C2)F)F)F)C(=O)N[C@H]2CCOC1=CC=CC=C21 4-((1R,5r)-3,7-dioxa-9-azabicyclo[3.3.1]nonan-9-yl)-N-((S)-chroman-4-yl)-7-fluoro-8-(2,3,5-trifluorophenyl)quinoline-3-carboxamide